C(C)(C)(C)OC(=O)N1C=C(C2=CC(=CC=C12)C#CC1=CC=C(C=C1)C(F)(F)F)NC(C)=O 3-acetamido-5-((4-(trifluoromethyl)phenyl)ethynyl)-1H-indole-1-carboxylic acid tert-butyl ester